tert-butyl (3S)-3-[4-[3-chloro-2-fluoro-4-(oxetan-2-ylmethoxy)anilino]pyrido[3,2-d]pyrimidin-6-yl]oxypyrrolidine-1-carboxylate ClC=1C(=C(NC=2C3=C(N=CN2)C=CC(=N3)O[C@@H]3CN(CC3)C(=O)OC(C)(C)C)C=CC1OCC1OCC1)F